ClC1=C(C=C2C=C(N=CC2=C1)NC(=O)[C@H]1[C@H](C1)C1CCOCC1)C1CCN(CC1)[C@]1(COC[C@H]1F)C (1R,2R)-N-(7-chloro-6-(1-((3S,4S)-4-fluoro-3-methyltetrahydrofuran-3-yl)piperidin-4-yl)isoquinolin-3-yl)-2-(tetrahydro-2H-pyran-4-yl)cyclopropane-1-carboxamide